BrC1=C(C(=CC=C1)CBr)C bromo-3-(bromomethyl)-2-methylbenzene